C[Si]([N-][Si](C)(C)C)(C)C 1,1,1-trimethyl-N-(trimethylsilyl)silanaminide